C(CCC)OC(=O)N[C@@H](CCCN(C(N)=N)S(=O)(=O)C1=C(C(=C(C=C1C)OC)C)C)C(=O)O butoxycarbonyl-N'-(4-methoxy-2,3,6-trimethylbenzenesulfonyl)-L-arginine